Formyl-2-furancarboxylic acid C(=O)C1=C(OC=C1)C(=O)O